CC1=C(N=CN1C1OCCCC1)[Sn](CCCC)(CCCC)CCCC 5-methyl-1-(tetrahydro-2H-pyran-2-yl)-4-(tributylstannyl)-1H-imidazole